(5-cyclopropyl-7-(3,5-difluorophenyl)-7H-pyrrolo[2,3-d]pyrimidin-4-yl)-2-(difluoromethyl)piperazine-1-carboxylic acid tert-butyl ester C(C)(C)(C)OC(=O)N1C(CNCC1)(C(F)F)C=1C2=C(N=CN1)N(C=C2C2CC2)C2=CC(=CC(=C2)F)F